2-(cyclopropanecarboxamido)acetate C1(CC1)C(=O)NCC(=O)[O-]